tert-butyl (2S,5S)-5-(4-chlorobenzyl)-2-isobutyl-4-(1-(pyridin-2-yl)piperidin-4-yl)piperazine-1-carboxylate ClC1=CC=C(C[C@@H]2N(C[C@@H](N(C2)C(=O)OC(C)(C)C)CC(C)C)C2CCN(CC2)C2=NC=CC=C2)C=C1